1-[2-(2-ethoxyethoxy)ethyl]-3,5-diethyl-pyrazol-4-amine C(C)OCCOCCN1N=C(C(=C1CC)N)CC